C[SiH](C)C=C=O dimethylsilyl-ketene